2-Methyl-N-{2-oxo-2-[(2-oxospiro[1H-indole-3,4'-oxane]-6-yl)amino]-1-[1-(2,2,2-trifluoroethyl)piperidin-4-ylidene]-ethyl}pyrazole-3-carboxamide CN1N=CC=C1C(=O)NC(C(NC1=CC=C2C(=C1)NC(C21CCOCC1)=O)=O)=C1CCN(CC1)CC(F)(F)F